tert-butyl 9-(5-amino-6-methoxy-2H-indazol-2-yl)-3-azaspiro[5.5]undecane-3-carboxylate NC1=CC2=CN(N=C2C=C1OC)C1CCC2(CCN(CC2)C(=O)OC(C)(C)C)CC1